bis(2,4,6-trimethylbenzoyl)phosphinic acid butyl ester C(CCC)OP(=O)(C(C1=C(C=C(C=C1C)C)C)=O)C(C1=C(C=C(C=C1C)C)C)=O